COC1=CC(=C(C=C1NC1=NC=NC(=C1)N1OCC[C@@H]1C1=CC=CC2=CC=CC=C12)NC(C=C)=O)N1CCN(CC1)C1COC1 N-(4-methoxy-5-((6-((R)-3-(naphthalene-1-yl)isoxazolidine-2-yl)pyrimidine-4-yl)amino)-2-(4-(oxetane-3-yl)piperazine-1-yl)phenyl)acrylamide